(E)-1-[2-(3-Chloropropoxy)-6-hydroxyphenyl]-3-phenylprop-2-en-1-one ClCCCOC1=C(C(=CC=C1)O)C(\C=C\C1=CC=CC=C1)=O